Nα-hexanoylglutamine C(CCCCC)(=O)N[C@@H](CCC(N)=O)C(=O)O